tert-butyl 4-((5-(hexylcarbamoyl)-3-octyl-2-oxotetrahydropyrimidin-1(2H)-yl)methyl)benzoate C(CCCCC)NC(=O)C1CN(C(N(C1)CC1=CC=C(C(=O)OC(C)(C)C)C=C1)=O)CCCCCCCC